N-[9-[(2R,6S)-6-[[bis(4-methoxyphenyl)-phenyl-methoxy]methyl]-3,5-dihydroxy-6-(tri-isopropylsilyloxymethyl)-1,4-dioxan-2-yl]-6-oxo-1H-purin-2-yl]-2-methyl-propanamide COC1=CC=C(C=C1)C(OC[C@@]1(C(OC([C@@H](O1)N1C=2N=C(NC(C2N=C1)=O)NC(C(C)C)=O)O)O)CO[Si](C(C)C)(C(C)C)C(C)C)(C1=CC=CC=C1)C1=CC=C(C=C1)OC